(S or R)-3-{5-amino-2-[(6-methoxy-2-methyl-1,2,3,4-tetrahydroisoquinolin-7-yl)amino]quinazolin-7-yl}-4-ethyl-1,3-oxazolidin-2-one NC1=C2C=NC(=NC2=CC(=C1)N1C(OC[C@@H]1CC)=O)NC1=C(C=C2CCN(CC2=C1)C)OC |o1:15|